C1(CCCC1)CN1C[C@H](C=C2C3=C4C(C[C@@H]12)=CNC4=CC=C3)C(=O)N(C)CC (6aR,9S)-7-(cyclopentylmethyl)-N-ethyl-N-methyl-4,6,6a,7,8,9-hexahydroindolo[4,3-fg]quinoline-9-carboxamide